N-(4-Butylbenzyl)-3-phenyl-1H-pyrazole-4-carboxamide C(CCC)C1=CC=C(CNC(=O)C=2C(=NNC2)C2=CC=CC=C2)C=C1